4-(6-(benzo[d][1,3]dioxol-5-yl)-3-((1-methylpiperidin-4-yl)methyl)-3H-imidazo[4,5-c]pyridin-7-yl)-2-fluorobenzonitrile O1COC2=C1C=CC(=C2)C2=C(C1=C(C=N2)N(C=N1)CC1CCN(CC1)C)C1=CC(=C(C#N)C=C1)F